amino-1-hydroxypropane-1,1-diphosphonate monosodium salt [Na+].NC(C(P(O)(=O)[O-])(P(O)(=O)O)O)C